C(C1=CC=CC=C1)N(C(CO)C)CC#C 2-[benzyl-(prop-2-ynyl)amino]Propan-1-ol